OCCCN(C(OCCCC)=O)CCC1=CC=CC=C1 butyl (3-hydroxypropyl)(phenethyl)carbamate